N1C(=CC2=CC=CC=C12)C=CC(=O)N indole-acrylic acid amide